1-(4-Chlorophenyl)-2,2,2-trifluoro-1-ethanon-O-(1,3-dioxolan-2-ylmethyl)oxim O1C(OCC1)CON=C(C(F)(F)F)C1=CC=C(C=C1)Cl